1-(5-(difluoromethyl)pyrimidin-2-yl)ethan-1-one FC(C=1C=NC(=NC1)C(C)=O)F